BrC1=NC=CC=C1C=1CN(CC1C(NCC1=CC=C(C=C1)Cl)=O)C(=O)OC(C)(C)C tert-Butyl 3-(2-bromopyridin-3-yl)-4-((4-chlorobenzyl)carbamoyl)-2,5-dihydro-1H-pyrrole-1-carboxylate